1-(2-chloro-3-methoxyphenyl)ethanone ClC1=C(C=CC=C1OC)C(C)=O